C(CC)N1C(N(C=C1)C)C 1-propyl-2,3-dimethyl-imidazole